1-(5-bromo-2-methoxyphenyl)dihydropyrimidine-2,4(1H,3H)-dione BrC=1C=CC(=C(C1)N1C(NC(CC1)=O)=O)OC